N-Ethyl-N-Nitrosourea CCN(C(=O)N)N=O